[N+](=O)([O-])C=1C=C(CN2CC=3C(N(C=4N(C3CC2)C=CN4)CC4=CC=C(C=C4)Cl)=O)C=CC1 7-(3-Nitrobenzyl)-4-(4-chlorobenzyl)-6,7,8,9-tetrahydroimidazo[1,2-a]pyrido[3,4-e]pyrimidine-5(4H)-one